N(=NC(C(=O)NC(CO)(CO)CO)(C)C)C(C(=O)NC(CO)(CO)CO)(C)C 2,2'-azobis{2-methyl-N-[1,1-bis(hydroxymethyl)-2-hydroxyethyl]-propionamide}